3-[(3R)-3-amino-5-[(4-chlorophenyl)methyl]-8-fluoro-1,1,4-trioxo-2,3-dihydro-1λ6,5-benzothiazepin-7-yl]-N-tert-butyl-1,2,4-oxadiazole-5-carboxamide N[C@H]1CS(C2=C(N(C1=O)CC1=CC=C(C=C1)Cl)C=C(C(=C2)F)C2=NOC(=N2)C(=O)NC(C)(C)C)(=O)=O